5-fluoro-2,2-dimethyl-N-(3-methyl-1-(2-(1-methylpiperidin-4-yl)ethyl)-1H-indazol-6-yl)-2H-chromene-6-carboxamide FC1=C2C=CC(OC2=CC=C1C(=O)NC1=CC=C2C(=NN(C2=C1)CCC1CCN(CC1)C)C)(C)C